CN1N=C(C(=C1)C)C=1C(=NC=CC1)N1CCN(CC1)[C@H]1CC2(CN(C2)C(=O)OCC)CC1 ethyl (6R)-6-[4-[3-(1,4-dimethylpyrazol-3-yl)-2-pyridyl]piperazin-1-yl]-2-azaspiro[3.4]octane-2-carboxylate